Benzothieno[2,3-b]carbazole C1=CC=CC2=C1C=1C(=CC=3NC=4C=CC=CC4C3C1)S2